4-(5-bromopyrimidin-2-yl)benzimidamide BrC=1C=NC(=NC1)C1=CC=C(C(N)=N)C=C1